3-(trimethoxysilyl)propyldimethyldocosyl-ammonium chloride [Cl-].CO[Si](CCC[N+](CCCCCCCCCCCCCCCCCCCCCC)(C)C)(OC)OC